ClC=1C=C2C(=C(C=NC2=CC1)S(=O)(=O)N1CCOCC1)NC1=C(C(=O)OC)C=C(C=C1)B1OC(C(O1)(C)C)(C)C methyl 2-[(6-chloro-3-morpholinosulfonyl-4-quinolyl)amino]-5-(4,4,5,5-tetramethyl-1,3,2-dioxaborolan-2-yl)benzoate